ClC1=C(C#N)C=CC(=C1)OC1CCC2(CN(C2)C2=CC=C(C=C2)C(=O)N2CCC(CC2)N2CC3=CC=4C(N(C(C4C=C3C2)=O)C2C(NC(CC2)=O)=O)=O)CC1 2-chloro-4-((2-(4-(4-(6-(2,6-dioxopiperidin-3-yl)-5,7-dioxo-3,5,6,7-tetrahydropyrrolo[3,4-f]isoindol-2(1H)-yl)piperidine-1-carbonyl)phenyl)-2-azaspiro[3.5]nonan-7-yl)oxy)benzonitrile